NC=1C(=NC=CC1)C(C(C(=O)NC1=CC=CC=C1)C#N)=O 3-(3-aminopyridin-2-yl)-2-cyano-3-oxo-N-phenylpropanamide